N-[1-[3-(4-isopropylsulfanylpyrazol-1-yl)pyrazin-2-yl]ethyl]-3,5-bis(trifluoro-methyl)benzamide C(C)(C)SC=1C=NN(C1)C=1C(=NC=CN1)C(C)NC(C1=CC(=CC(=C1)C(F)(F)F)C(F)(F)F)=O